ClC=1C=C(C=CC1)NC=1C=2C(N=C3C=NC=CC13)=C1N(N2)C=NC=C1 N-(3-chlorophenyl)pyrimido[1',6':1,5]pyrazolo[4,3-b][1,7]naphthyridin-10-amine